perfluoro-1-methyldecalin FC1(C(C(C(C2(C(C(C(C(C12F)(F)F)(F)F)(F)F)(F)F)F)(F)F)(F)F)(F)F)C(F)(F)F